ClC1=C(C=C2C=C(N=CC2=C1)NC(=O)[C@@H]1[C@H]([C@H]1C=1C=NN(C1)C)CC)[C@@H]1C[C@H](C1)C#N (1R,2S,3R)-N-(7-chloro-6-(trans-3-cyanocyclobutyl)isoquinolin-3-yl)-2-ethyl-3-(1-methyl-1H-pyrazol-4-yl)cyclopropane-1-carboxamide